C1(=CC=CC2=CC=CC=C12)CC(C(=O)O)=O 3-(naphthalen-1-yl)-2-oxopropionic acid